C(C=C)(=O)N1C[C@@H]2COC3=C(C(N2CC1)=O)C(=NC(=C3F)C3=C(C=CC=C3OC)F)N3[C@H](CN(CC3)C)C (6aR)-8-acryloyl-1-((S)-2,4-dimethylpiperazin-1-yl)-4-fluoro-3-(2-fluoro-6-methoxyphenyl)-6,6a,7,8,9,10-hexahydro-12H-pyrazino[2,1-c]pyrido[3,4-f][1,4]oxazepin-12-one